Cl.FC(C1=CC=C(C=C1)C1=C(N=C2N1C=CC=N2)CN)(F)F (3-(4-(trifluoromethyl)phenyl)imidazo[1,2-a]pyrimidin-2-yl)methanamine hydrochloride